NC1=NNC2=CC=C(C(=C12)F)C1=C(C=C(C=C1)S(=O)(=O)NC1C(CCC1)O)Cl 4-(3-amino-4-fluoro-1H-indazol-5-yl)-3-chloro-N-(2-hydroxycyclopentyl)benzenesulfonamide